OC1=C(C=C(C=C1)C1(CCCCCCC1)C1=CC(=C(C=C1)O)C)C 1,1-bis(4-hydroxy-3-methylphenyl)cyclooctane